N1=C(C=CC=C1)C=CC(=O)N 3-(pyridin-2-yl)acrylamide